C(#N)C1=CNC2=C(C=CC(=C12)C)NS(=O)(=O)C=1C=NN(C1)CF N-(3-Cyano-4-methyl-1H-indol-7-yl)-1-(fluoromethyl)pyrazol-4-sulfonamid